C(C)OC(=O)C1(C(N(C2=C1C=C1C(=NC(=NC1=C2)C)Cl)C)=O)C 4-chloro-2,6,8-trimethyl-7-oxo-7,8-dihydro-6H-pyrrolo[3,2-g]quinazoline-6-carboxylic acid ethyl ester